C(C)(C)C1C(CC(CC1)C)OP([O-])([O-])(C1=CC=CC=C1)C1=CC=CC=C1 2-Isopropyl-5-methylcyclohexyl-diphenylphosphit